7-bromo-6-chloro-4-((2S,5R)-2,5-dimethylpiperazin-1-yl)quinazoline-2,8-diol BrC1=C(C=C2C(=NC(=NC2=C1O)O)N1[C@H](CN[C@@H](C1)C)C)Cl